pentyleneglycol C(CCCCO)O